C(C)(C)(C)OC(=O)NC1=C(C=C2C=CN(C2=C1C)C(=O)OC(C)(C)C)F tert-Butyl 6-((tert-butoxycarbonyl)amino)-5-fluoro-7-methyl-1H-indole-1-carboxylate